thiobromomaleimide C1(=C(C(=O)NC1=O)Br)S